3-(4-(methylsulfonamido)phenyl)-1H-pyrazole-4-carboxamide CS(=O)(=O)NC1=CC=C(C=C1)C1=NNC=C1C(=O)N